CC1C=2N(CCCN1)N=C(C2C)C(=O)N dimethyl-4,6,7,8-tetrahydropyrazolo[1,5-a][1,4]diazepine-2-carboxamide